6-bromo-8-methoxy-1,2,3,4-tetrahydroisoquinoline BrC=1C=C2CCNCC2=C(C1)OC